C(C(=O)[O-])C(CC(=O)[O-])(C(=O)[O-])O.O.[K+].[K+].[K+] The molecule is a hydrate that is the monohydrate form of potassium citrate. It has a role as a diuretic. It contains a potassium citrate (anhydrous).